S(N)(=O)(=O)C1=CC=C(C(=O)OC[C@@]2(C=C3C([C@](C4(C(=C3[C@H]2O)C)CC4)(C)O)=O)C)C=C1 ((2'S,3'R,6'R)-3',6'-dihydroxy-2',4',6'-trimethyl-7'-oxo-2',3',6',7'-tetrahydrospiro[cyclopropane-1,5'-inden]-2'-yl)methyl 4-sulfamoylbenzoate